ClC1=NC=C(C(=C1)N1CCC(CC1)(F)CN(C)C)C#CC=1C=NN(C1)C1CC1 (1-(2-chloro-5-((1-cyclopropyl-1H-pyrazol-4-yl)ethynyl)pyridin-4-yl)-4-fluoropiperidin-4-yl)-N,N-dimethylmethylamine